(4-(2-(2-aminopyridin-3-yl)-5-(tetrahydro-2H-pyran-4-yl)-3H-imidazo[4,5-b]pyridin-3-yl)phenyl)methanol NC1=NC=CC=C1C1=NC=2C(=NC(=CC2)C2CCOCC2)N1C1=CC=C(C=C1)CO